7-azaspiro[4.5]decan C1CCCC12CNCCC2